4-{6-chloro-7-cyclopropoxypyrido[3,2-d]pyrimidin-4-yl}-3-(4-fluorophenyl)-1-methyl-1H-pyrazole ClC=1C(=CC=2N=CN=C(C2N1)C=1C(=NN(C1)C)C1=CC=C(C=C1)F)OC1CC1